COC1=CC=C2C(=N1)N=CS2 5-methoxy-(thiazolo[4,5-B]pyridin)